9,10-bis-hexanoyloxy-octadecanoic acid hexyl ester C(CCCCC)OC(CCCCCCCC(C(CCCCCCCC)OC(CCCCC)=O)OC(CCCCC)=O)=O